(3s,5s,7s)-adamantane C12CC3CC(CC(C1)C3)C2